FC(C1=NC=CC(=C1)O[C@@H]1C(CN(C1)C=1C=2N(N=C(C1)C=1C(=NC(=NC1)OC)OC)C(=CN2)F)(F)F)F (S)-8-(4-((2-(difluoromethyl)pyridin-4-yl)oxy)-3,3-difluoropyrrolidin-1-yl)-6-(2,4-dimethoxypyrimidin-5-yl)-3-fluoroimidazo[1,2-b]pyridazine